4-{7-[7-fluoro-3-(methoxymethoxy)-8-[2-(triisopropylsilyl)ethynyl]naphthalen-1-yl]-2-(methylsulfanyl)pyrido[4,3-d]pyrimidin-5-yl}-4-azaspiro[2.4]heptane FC1=CC=C2C=C(C=C(C2=C1C#C[Si](C(C)C)(C(C)C)C(C)C)C1=CC=2N=C(N=CC2C(=N1)N1C2(CC2)CCC1)SC)OCOC